NC[C@@H]1NC([C@@H](SCC1)C1=CC(=CC=C1)C1=CC(=C(C=C1)OC)OC)=O (2S,5R)-5-(aminomethyl)-2-[3-(3,4-dimethoxyphenyl)phenyl]-1,4-thiazepan-3-one